9-(1-(7-chloroindolin-1-yl)ethyl)-2-morpholino-4-oxo-4H-pyrido[1,2-a]pyrimidine-7-carboxylic acid ClC=1C=CC=C2CCN(C12)C(C)C1=CC(=CN2C1=NC(=CC2=O)N2CCOCC2)C(=O)O